(S)-tert-butyl 3-((R)-2-(2-(cyclobutylamino)-6-(4-isopropylpiperazin-1-yl)isonicotinamido)-1-hydroxyethyl)-7-hydroxy-3,4-dihydroisoquinoline-2(1H)-carboxylate C1(CCC1)NC=1C=C(C(=O)NC[C@@H](O)[C@H]2N(CC3=CC(=CC=C3C2)O)C(=O)OC(C)(C)C)C=C(N1)N1CCN(CC1)C(C)C